COC1=CC(=C(C=N1)NC=1C(=CC=CC1)N)C N1-(6-methoxy-4-methylpyridin-3-yl)benzene-1,2-diamine